3-(6-(((3R,4R)-3-methoxypiperidin-4-yl)amino)-1-methyl-1H-indazol-3-yl)-3-methylpiperidin-2,6-dione CO[C@@H]1CNCC[C@H]1NC1=CC=C2C(=NN(C2=C1)C)C1(C(NC(CC1)=O)=O)C